N=1N(N=NC1)C(C(=O)O)CC 2H-tetrazol-2-yl-butyric acid